C12(CCC(CC1)(CC2)COCCCNC(OC(C)(C)C)=O)COCCCNC(OC(C)(C)C)=O di-tert-butyl (((bicyclo[2.2.2]octane-1,4-diylbis(methylene))bis(oxy))bis(propane-3,1-diyl))dicarbamate